(S)-N-(7-((3-hydroxyoxetan-3-yl)ethynyl)-5-methyl-4-oxo-2,3,4,5-tetrahydrobenzo[b][1,4]oxazepin-3-yl)-4-(pyridin-2-ylmethyl)picolinamide OC1(COC1)C#CC1=CC2=C(OC[C@@H](C(N2C)=O)NC(C2=NC=CC(=C2)CC2=NC=CC=C2)=O)C=C1